C1(=CC=CC=C1)NC1=CC=C(C=C1)OB(O)O 4-phenylaminophenyl-boric acid